N(=C=O)CC1CCC(CC1)CN=C=O 1,4-Bis-(isocyanatomethyl)cyclohexan